COC(=O)C=1SC2=C(C1C1=C(C=C(C(=C1)Cl)Cl)F)C=CC(=C2)F 3-(4,5-dichloro-2-fluorophenyl)-6-fluoro-1-benzothiophene-2-carboxylic acid methyl ester